C(C)(=O)O[C@H]1[C@@H](OC[C@H]1OC(C)=O)N1C2=NC(=NC(=C2N=C1C1=NC=CC=C1)Cl)C#CCCCC (2R,3R,4R)-2-(6-chloro-2-(hex-1-yn-1-yl)-8-(pyridin-2-yl)-9H-purin-9-yl)tetrahydrofuran-3,4-diyl diacetate